tert-butyl (8-(4,4-difluoropiperidin-1-yl)-3-(dimethylphosphoryl)quinolin-6-yl)carbamate FC1(CCN(CC1)C=1C=C(C=C2C=C(C=NC12)P(=O)(C)C)NC(OC(C)(C)C)=O)F